1-Cyclopropyl-5-(4-fluoro-2-methylphenyl)-6-methyl-4-oxo-1,4-dihydropyridine-3-carboxylic acid C1(CC1)N1C=C(C(C(=C1C)C1=C(C=C(C=C1)F)C)=O)C(=O)O